N[C@]1(CN(CC1)C1=C(C(=C(C=C1)F)C(F)(F)F)CN1C2=NC=NC(=C2N=C1)N)C(=O)NC1COCC1 (3R)-3-amino-1-(2-((6-amino-9H-purin-9-yl)methyl)-4-fluoro-3-(trifluoromethyl)phenyl)-N-(tetrahydrofuran-3-yl)pyrrolidine-3-carboxamide